[1,3]Dioxolane O1COCC1